C(C)OC1(COC1)C1=CC=C(C=C1)C(=O)N1CCC(CC1)C1=CC=C(C=C1)C(F)(F)F (4-(3-ethoxyoxetan-3-yl)phenyl)(4-(4-(trifluoromethyl)phenyl)piperidin-1-yl)methanone